rac-2-oxo-2-(2-oxoindolin-5-yl)ethyl (6R,8R)-2-(3-chloro-2-fluoro-6-(1H-tetrazol-1-yl)phenyl)-8-methyl-4-oxo-4,6,7,8-tetrahydropyrrolo[1,2-a]pyrimidine-6-carboxylate ClC=1C(=C(C(=CC1)N1N=NN=C1)C=1N=C2N(C(C1)=O)[C@H](C[C@H]2C)C(=O)OCC(C=2C=C1CC(NC1=CC2)=O)=O)F |r|